O(C1=CC=CC=C1)CCOC1=CC=CC=C1 1,2-diphenoxyethane